(1-methylpiperidin-2-yl)methyl (Z)-2-(5,6-dimethoxy-2-methyl-1-(3,4,5-trimethoxybenzylidene)-1H-inden-3-yl)acetate COC=1C=C2C(=C(/C(/C2=CC1OC)=C/C1=CC(=C(C(=C1)OC)OC)OC)C)CC(=O)OCC1N(CCCC1)C